C(C)O\N=C(/CCC)\C=1C(CC(CC1O)CC(C)SCC)=O (E,Z)-2-(1-Ethoxyiminobutyl)-5-(2-(ethylthio)-propyl)-3-hydroxycyclohex-2-enon